C12CN(CC2C1)C1=NC=C(C=N1)[C@@H](CO)N1N=CC(=C1)NC(=O)C1=NC(=CN=C1)C1=C(C(=CC=C1C(F)F)Cl)F |o1:12| N-(1-((S or R)-1-(2-(3-Azabicyclo[3.1.0]hexan-3-yl)pyrimidin-5-yl)-2-hydroxyethyl)-1H-pyrazol-4-yl)-6-(3-chloro-6-(difluoromethyl)-2-fluorophenyl)pyrazine-2-carboxamide